C(=O)(O)OC1=C(C(=O)C2=CC=CC=C2)C=CC=C1 carboxyoxybenzophenone